tert-Butyl (S)-4-((S)-2-((S)-1-((3S,5S,7S)-adamantane-1-carbonyl) pyrrolidine-2-carboxamido)-4-methylpentanamido)-5-(((S)-1-amino-3-methyl-1-oxobutan-2-yl)amino)-5-oxopentanoate C12(CC3CC(CC(C1)C3)C2)C(=O)N2[C@@H](CCC2)C(=O)N[C@H](C(=O)N[C@@H](CCC(=O)OC(C)(C)C)C(=O)N[C@H](C(=O)N)C(C)C)CC(C)C